SC1(CC(C(CC1)C(C)C)=O)C mercaptop-menthan-3-one